6-((1s,4s)-4-(4-methyl-6-(trifluoromethyl)pyridin-3-yl)cyclohexyl)-2-thia-6-azaspiro[3.4]octane 2,2-dioxide CC1=C(C=NC(=C1)C(F)(F)F)C1CCC(CC1)N1CC2(CS(C2)(=O)=O)CC1